3-(4-(3,5-Dimethylpiperidin-4-yl)-5,6,7-trifluoro-1-oxoisoindoline-2-yl)piperidine CC1CNCC(C1C1=C2CN(C(C2=C(C(=C1F)F)F)=O)C1CNCCC1)C